C1(=CC=CC=C1)C=CC(C)O 4-Phenyl-3-buten-2-ol